4,5-dihydroxy-2-methyloxy-benzaldehyde OC1=CC(=C(C=O)C=C1O)OC